N[C@@H](CCCCNC(=O)N)C(=O)O homocitrulline